4-(4-chlorophenyl)thiazol-2-amine ClC1=CC=C(C=C1)C=1N=C(SC1)N